ClC1=CC=C(N=N1)OCC1=C(N=NN1C1=CC=C(C=C1)CO)C (4-(5-(((6-chloropyridazin-3-yl)oxy)methyl)-4-methyl-1H-1,2,3-triazol-1-yl)phenyl)methanol